C(C)OC(=O)C=1CN(C(C1O)=O)C(C)CC 1-sec-butyl-4-hydroxy-5-oxo-2,5-dihydro-1H-pyrrole-3-carboxylic acid ethyl ester